C1(CC1)C[C@@H](NC1=NC=2CCC(CC2C(=N1)N[C@@H](CN1CCCC1)C1=CC=CC=C1)C1=CC=CC=C1)C1CCC(CC1)C(=O)O (1R,4r)-4-((1R)-2-cyclopropyl-1-((6-phenyl-4-(((R)-1-phenyl-2-(pyrrolidin-1-yl)ethyl)amino)-5,6,7,8-tetrahydroquinazolin-2-yl)amino)ethyl)cyclohexane-1-carboxylic acid